C1(C=CCCC1)OC(=O)CSCCC[Si](OC)(OC)OC 3-((2-cyclohexenyl)oxycarbonylmethylthio)propyltrimethoxysilane